N1=NC(=NN=C1)C1=CC=C(CNC(CCCC(=O)ON2C(CCC2=O)=O)=O)C=C1 2,5-dioxo-1-pyrrolidinyl 5-[4-(1,2,4,5-tetrazin-3-yl) benzylamino]-5-oxopentanoate